N-(4-fluoro-3-(4-methylpiperazin-1-yl)phenyl)-4-hydroxy-1-isobutyl-2-oxo-1,2-dihydroquinoline-3-carboxamide formate C(=O)O.FC1=C(C=C(C=C1)NC(=O)C=1C(N(C2=CC=CC=C2C1O)CC(C)C)=O)N1CCN(CC1)C